1,1,1-trifluoro-4-[3-methoxy-4-(quinolin-2-ylmethoxy)phenyl]-2-methylbutan-2-ol FC(C(CCC1=CC(=C(C=C1)OCC1=NC2=CC=CC=C2C=C1)OC)(O)C)(F)F